CNCCNC(=O)OC(C)(C)C 2-methylpropan-2-yl {[2-(methylamino) ethyl] amino}carboxylate